ClC1=NC=CC(=N1)NC1=C(C=2C=3NC=4CCN(C(C4C3CCC2C=N1)=O)C(=O)OC(C)(C)C)F tert-butyl 4-(2-chloro-4-pyrimidinylamino)-3-fluoro-12-oxo-5,13,17-triazatetracyclo[8.7.0.02,7.011,16]heptadeca-1(10),2(7),3,5,11(16)-pentaene-13-carboxylate